(S)-3-(4-(4-((14-azido-3,6,9,12-tetraoxatetradecyl)oxy)-5,6,7,8-tetrahydronaphthalen-1-yl)phenyl)-3-(2-(4-((4-methylpyridin-2-yl)amino)butanamido)acetamido)propanoic acid N(=[N+]=[N-])CCOCCOCCOCCOCCOC1=CC=C(C=2CCCCC12)C1=CC=C(C=C1)[C@H](CC(=O)O)NC(CNC(CCCNC1=NC=CC(=C1)C)=O)=O